FC(C(/C=C/[C@H]1[C@@H](C[C@H]2[C@@H]1CCC1=C(O2)C(=C(C=C1)C(=O)O)F)O)O)(C1=CC=C(C=C1)F)F (1R,2R,3aS,10aR)-1-[(1E,3ξ)-4,4-difluoro-4-(4-fluorophenyl)-3-hydroxy-1-buten-1-yl]-5-fluoro-2-hydroxy-2,3,3a,9,10,10a-hexahydro-1H-benzo[b]cyclopenta[f]oxepin-6-carboxylic acid